FC1=C(C(=C(C(=C1F)F)F)F)[B-](C1=C(C(=C(C(=C1F)F)F)F)F)(C1=C(C(=C(C(=C1F)F)F)F)F)C1=C(C(=C(C(=C1F)F)F)F)F.C(C)(=O)C1=CC=C(C=C1)SC1=CC=C(C=C1)[S+](C1=CC=C(C=C1)SC1=CC=C(C=C1)C(C)=O)C1=CC=C(C=C1)SC1=CC=C(C=C1)C(C)=O tris(4-((4-acetylphenyl)thio)phenyl)-sulfonium tetrakis(perfluorophenyl)borate